N[C@@H]1CN(CC12CC2)C=2N=CC(=NC2)SC=2C(=C(C=CC2)P(C)(C)=O)Cl (S)-(3-((5-(7-amino-5-azaspiro[2.4]heptan-5-yl)pyrazin-2-yl)thio)-2-chlorophenyl)dimethylphosphine oxide